O=C1NC(CCC1N1C(C2=CC=C(C=C2C1)C1=NC=CC(=C1F)CN1C[C@@H]([C@H](C1)O)NC(OC)=O)=O)=O methyl ((3S,4S)-1-((2-(2-(2,6-dioxopiperidin-3-yl)-1-oxoisoindolin-5-yl)-3-fluoropyridin-4-yl)methyl)-4-hydroxypyrrolidin-3-yl)carbamate